ClC1=CC2=C(C(=NO2)C(=O)NCC=2C=C3CN(C(C3=CC2)=O)C2C(NC(CC2)=O)=O)C=C1 6-chloro-N-((2-(2,6-dioxopiperidin-3-yl)-1-oxoisoindolin-5-yl)methyl)benzo[d]isoxazole-3-carboxamide